N-[2-(5-{1-[(6,7-dimethoxy-2-methylquinazolin-4-yl)amino]ethyl}thiophen-2-yl)phenyl]acetamide COC=1C=C2C(=NC(=NC2=CC1OC)C)NC(C)C1=CC=C(S1)C1=C(C=CC=C1)NC(C)=O